3-hydroxy-1-(β-methacrylamidobutyl)-2-methyl-4(1H)-pyridinone OC1=C(N(C=CC1=O)CC(CC)NC(C(=C)C)=O)C